1-[2-(4-bromophenoxy)ethyl]Piperidin-4-ol tert-butyl-3,3-difluoro-4-(3-((4-methoxybenzyl)oxy)-2,2-dimethyl-3-oxopropyl)-hexahydropyrrolo[3,2-b]pyrrole-1(2H)-carboxylate C(C)(C)(C)C1C(C2C(N1C(=O)OC1CCN(CC1)CCOC1=CC=C(C=C1)Br)CCN2CC(C(=O)OCC2=CC=C(C=C2)OC)(C)C)(F)F